CC(=C)CCOP(=O)([O-])[O-] The molecule is an organophosphate oxoanion obtained by deprotonation of the phosphate OH groups of isopentenyl phosphate; major species at pH 7.3. It is a conjugate base of an isopentenyl phosphate.